2-methyl-(2R)-pyrrolidine-1,2-dicarboxylic acid 1-tert-butyl ester C(C)(C)(C)OC(=O)N1[C@](CCC1)(C(=O)O)C